2-((3,5-dicyano-4-ethyl-6-(4-methyl-1,4-diazepan-1-yl)pyridin-2-yl)thio)-2-phenylacetamide C(#N)C=1C(=NC(=C(C1CC)C#N)N1CCN(CCC1)C)SC(C(=O)N)C1=CC=CC=C1